2-((2-amino-benzyl)amino)benzonitrile NC1=C(CNC2=C(C#N)C=CC=C2)C=CC=C1